ClC=1C(=CC=C2C=CC=C(C12)N1CC=2N=C(N=C(C2CC1)N(C1CNCC1)C)OC[C@H]1N(CCC1)C)F 7-(8-chloro-7-fluoronaphthalen-1-yl)-N-methyl-2-(((S)-1-methylpyrrolidin-2-yl)methoxy)-N-(pyrrolidin-3-yl)-5,6,7,8-tetrahydropyrido[3,4-d]pyrimidin-4-amine